1-((2s,3s,4r,5s)-3,4-dihydroxy-5-methyltetrahydrofuran-2-yl)-5-fluoro-3-(4-nitrobenzyl)pyrimidine-2,4(1h,3h)-dione O[C@@H]1[C@H](O[C@H]([C@@H]1O)C)N1C(N(C(C(=C1)F)=O)CC1=CC=C(C=C1)[N+](=O)[O-])=O